(E)-1-(4-(1,4-oxazepane-4-carbonyl)piperidin-1-yl)-3-(4-chlorophenyl)prop-2-en-1-one O1CCN(CCC1)C(=O)C1CCN(CC1)C(\C=C\C1=CC=C(C=C1)Cl)=O